ClC=1C=CC(=NC1)C1(CN(C1)C(=O)OC(C)(C)C)C#N tert-Butyl 3-(5-chloropyridin-2-yl)-3-cyanoazetidine-1-carboxylate